ClC1=C(OC=2C(=NC3=CC=CC=C3N2)C(=O)NC=2CC(C=CC2)=S(=O)=O)C=CC(=C1)F 3-(2-chloro-4-fluorophenoxy)-N-(3-sulfonylphenyl)quinoxaline-2-carboxamide